ClC1=CC=C(C=C1)OS(=O)(=O)C1C2C(=C(C(C1)O2)C2=CC=C(C=C2)O)C2=CC=C(C=C2)NC(CCCCC[Se]C#N)=O 4-chlorophenyl-5-(4-hydroxyphenyl)-6-(4-(6-selenocyanohexanamido) phenyl)-7-oxabicyclo[2.2.1]hept-5-ene-2-sulfonate